1-(2,3-dibromoprop-2-en-1-yl-oxy)-2-methoxyethane BrC(COCCOC)=CBr